[Ag].[Bi] Bismuth-Silver